C(C1=CC=CC=C1)N1C2=NC=NC(=C2N=C1C1=C(C=C(OCCN2C[C@@H](CC2)O)C=C1)Cl)OC1(CC1)C (R)-1-(2-(4-(9-benzyl-6-(1-methylcyclopropoxy)-9H-purin-8-yl)-3-chlorophenoxy)ethyl)pyrrolidin-3-ol